C(C=C)N1N(C2=NC(=NC=C2C1=O)S(=O)(=O)C)C1=NC(=CC=C1)C(C)(C)O 2-allyl-1-(6-(2-hydroxypropan-2-yl)pyridin-2-yl)-6-(methylsulfonyl)-1,2-dihydro-3H-pyrazolo[3,4-d]pyrimidin-3-one